diethyltin dilaurate C(CCCCCCCCCCC)(=O)[O-].C(CCCCCCCCCCC)(=O)[O-].C(C)[Sn+2]CC